2-(5-(3-(5-Cyanothiophen-2-yl)phenyl)-1,2,4-oxadiazol-3-yl)pyrrolidine-1-carbonitrile C(#N)C1=CC=C(S1)C=1C=C(C=CC1)C1=NC(=NO1)C1N(CCC1)C#N